COC(C(C)(N)C)OC 1,1-dimethoxy-2-methylpropan-2-amine